N-Phenylmethacrylamid C1(=CC=CC=C1)NC(C(=C)C)=O